[Si](C)(C)(C(C)(C)C)OCCCCC=1C(=C(C(=O)OC(C)(C)C)C=CC1)F tert-butyl 3-(4-((tert-butyldimethylsilyl) oxy) butyl)-2-fluorobenzoate